C(C(C)C)OC1=C(N)C=CC=C1 2-Isobutoxyaniline